C([2H])N(C(/C=C/S(=O)(=O)NC(NC1=C2CCCC2=CC=2CCCC12)=O)(C)C)C[2H] (E)-3-(bis(methyl-d)amino)-N-((1,2,3,5,6,7-hexahydro-s-indacen-4-yl)carbamoyl)-3-methylbut-1-ene-1-sulfonamide